ClC1=CC(=C(COC2=NC=3CN(CCC3C=C2NC)C(=O)OC(C)(C)C)C=C1)F tert-butyl 2-((4-chloro-2-fluorobenzyl) oxy)-3-(methylamino)-5,8-dihydro-1,7-naphthyridine-7(6H)-carboxylate